nitrogen (2-chloro-5-bromopyridine-3-yl)-4-fluoropyridine-3-sulfonamide ClC1=NC=C(C=C1C1=NC=CC(=C1S(=O)(=O)N)F)Br.[N]